FC=1C=C2C(=CC=NC2=CC1)C1CCC(CC1)CC#N 2-(4-(6-fluoroquinolin-4-yl)cyclohexyl)acetonitrile